C1(CCCC1)OC1=CC=CC(=N1)N1N=NC(=C1)C1=C(C=C(C=C1)NS(=O)(=O)CCO)N1CCC2(CC2)CC1 N-(4-(1-(6-(cyclopentyloxy)pyridin-2-yl)-1H-1,2,3-triazol-4-yl)-3-(6-azaspiro[2.5]octan-6-yl)phenyl)-2-hydroxyethane-1-sulfonamide